(S)-3-((3,4-dimethyl-2-oxo-7-((2,4,6-trifluorobenzyl)carbamoyl)-3,4-dihydroquinazolin-1(2H)-yl)methyl)-2,4-difluorobenzoic acid methyl ester COC(C1=C(C(=C(C=C1)F)CN1C(N([C@H](C2=CC=C(C=C12)C(NCC1=C(C=C(C=C1F)F)F)=O)C)C)=O)F)=O